2-[[4-[5-[(3R,4R)-3,4-difluoropyrrolidin-1-yl]-3-pyridyl]triazol-1-yl]methyl]imidazo[1,2-a]pyridine-6-formaldehyde F[C@@H]1CN(C[C@H]1F)C=1C=C(C=NC1)C=1N=NN(C1)CC=1N=C2N(C=C(C=C2)C=O)C1